4,4,13,13-tetraethoxy-3,14-dioxa-8,9-dithia-4,13-disilahexadecane C(C)O[Si](OCC)(CCCSSCCC[Si](OCC)(OCC)OCC)OCC